(2R,5R)-3-(4-aminophenylethyl)-2-(1-(4-bromophenyl)-3-(5-fluoropyridin-2-yl)-1H-pyrazol-4-yl)-5-methyloxazolidin-4-one NC1=CC=C(C=C1)CCN1[C@H](O[C@@H](C1=O)C)C=1C(=NN(C1)C1=CC=C(C=C1)Br)C1=NC=C(C=C1)F